DansylChloride S(=O)(=O)(C1=CC=CC=2C(N(C)C)=CC=CC12)Cl